3,3-difluoro-3-(pyridin-2-ylsulfonyl)propan-1-ol FC(CCO)(S(=O)(=O)C1=NC=CC=C1)F